FC(C1=CC(=C(S1)C(=O)OC)OCC1CCN(CC1)C(=O)OCCCC)F butyl 4-(((5-(difluoromethyl)-2-(methoxycarbonyl)thiophen-3-yl)oxy)methyl)piperidine-1-carboxylate